4-(4-{[2-(pentafluoro-λ6-sulfanyl)phenoxy]methyl}-3-(trifluoromethoxy)phenyl)-2H,4H,5H,6H,7H-pyrazolo[3,4-b]pyridin-6-one FS(C1=C(OCC2=C(C=C(C=C2)C2C=3C(NC(C2)=O)=NNC3)OC(F)(F)F)C=CC=C1)(F)(F)(F)F